4-[(2R)-3-(3,4-dihydro-1H-isoquinolin-2-yl)-2-hydroxy-propyl]-8-[(3-fluoro-4-pyridyl)methoxy]-1-methyl-2,3-dihydro-1,4-benzodiazepin-5-one C1N(CCC2=CC=CC=C12)C[C@H](CN1CCN(C2=C(C1=O)C=CC(=C2)OCC2=C(C=NC=C2)F)C)O